ClC1=C(C=C(C=C1)C)C1=CC2=C(O[C@H](CN2S(=O)(=O)C2=CC(=CC=C2)C(F)(F)F)CCC(=O)O)C=C1 (S)-3-(6-(2-chloro-5-methylphenyl)-4-((3-(trifluoromethyl)-phenyl)sulfonyl)-3,4-dihydro-2H-benzo[b][1,4]oxazin-2-yl)propanoic acid